(1S,3S)-3-((2-cyclopropyl-6-(1-methyl-5-(((5-propyl-1,2,4-oxadiazol-3-yl)amino)methyl)-1H-1,2,3-triazol-4-yl)pyridin-3-yl)oxy)cyclohexane-1-carboxylic acid methyl ester COC(=O)[C@@H]1C[C@H](CCC1)OC=1C(=NC(=CC1)C=1N=NN(C1CNC1=NOC(=N1)CCC)C)C1CC1